C1(CC1)S(=O)(=O)NC=1SC=C(N1)C(C(=O)NC1=CC=C(C=C1)C=1C=NC=C(C1)OCC(F)(F)F)CC 2-(2-(cyclopropanesulfonamido)thiazol-4-yl)-N-(4-(5-(2,2,2-trifluoroethoxy)pyridin-3-yl)phenyl)butanamide